norbornylBorneol C12(CCC(CC1)C2)C2(C1(CCC(C2)C1(C)C)C)O